2-(4-Chlorophenoxy)-N-(1-(3-(4-chlorophenoxy)propanoyl)piperidin-4-yl)acetamid ClC1=CC=C(OCC(=O)NC2CCN(CC2)C(CCOC2=CC=C(C=C2)Cl)=O)C=C1